C(C)(C)(C)C=1C=C(C=C(C1O)C(C)(C)C)CCC(=O)OCCCCCCOC(CCC1=CC(=C(C(=C1)C(C)(C)C)O)C(C)(C)C)=O hexamethylene glycol bis[3-(3,5-di-tert-butyl-4-hydroxyphenyl) propionate]